FC1=CC(=CC=2N(C(=NC21)C2=CC=C(C=C2)S(=O)(=O)C)C)C2C[C@@H](N(CC2)C2CCNCC2)C(C)C 4-fluoro-6-(r-isopropyl-[1,4'-bipiperidin]-4-yl)-1-methyl-2-(4-(methylsulfonyl)phenyl)-1H-benzo[d]imidazole